C(C)(C)(C)C1=CC2=C(NC(=N2)C2=C(C=C(C=C2)OC)C=2C(=CC(=CC2)C(N[C@H](CCC)C2=CC=CC=C2)=O)C(=O)O)C=C1 2'-(5-tert-butyl-1H-1,3-benzodiazol-2-yl)-5'-methoxy-4-{[(1R)-1-phenylbutyl]carbamoyl}-[1,1'-biphenyl]-2-carboxylic acid